(4-(N-Acetylacetamido)phenyl)-2-(4-(trifluoromethyl)phenyl)Azole-4-carboxylic acid ethyl ester C(C)OC(=O)C=1C(=C(NC1)C1=CC=C(C=C1)C(F)(F)F)C1=CC=C(C=C1)N(C(C)=O)C(C)=O